2-((E)-3-(3,4-dihydroxyphenyl)allyl)-5,6-dihydroxy-2,3-dihydro-1H-inden-1-one OC=1C=C(C=CC1O)/C=C/CC1C(C2=CC(=C(C=C2C1)O)O)=O